C(#N)C(C(=O)O)=NO.C(C)(C)(C)C=1OC=C(C1)COC1CC1 tert-butyl-(4S)-4-(cyclopropoxymethyl)-2,2-dioxol cyanohydroxyiminoacetate